The molecule is the D-enantiomer of alanine. It has a role as a human metabolite, an EC 4.3.1.15 (diaminopropionate ammonia-lyase) inhibitor and an Escherichia coli metabolite. It is a D-alpha-amino acid and an alanine. It is a conjugate base of a D-alaninium. It is a conjugate acid of a D-alaninate. It is an enantiomer of a L-alanine. It is a tautomer of a D-alanine zwitterion. C[C@H](C(=O)O)N